C1=CC=CC=2C3=CC=CC=C3N(C12)C=1C=C(C(=CC1)C1=CC=C(C=C1)N1C2=CC=CC=C2C=2C=CC=CC12)CC(C(=O)O)O 4,4'-bis(9H-carbazol-9-yl)biphenyllactic acid